CC(C(=O)OCCOC(C)(C)OCCOC(C(=C)C)=O)=C (propane-2,2-diylbis(oxy))bis(ethane-2,1-diyl) bis(2-methylacrylate)